ClC=1C=CC2=C(CC(CC=3N2C(=NN3)[C@@H]3CC[C@H](CC3)OC3=NC=CC=C3)OCCS(=O)(=O)C)C1 8-Chloro-5-[2-(methylsulfonyl)ethoxy]-1-[trans-4-(pyridin-2-yloxy)cyclohexyl]-5,6-dihydro-4H-[1,2,4]triazolo[4,3-a][1]benzazepin